N-((3-fluoropyridin-2-yl)methyl)-2-(2-((2-(5-(2-(oxazol-2-yl)phenyl)-1H-benzo[d]imidazol-2-yl)ethyl)amino)ethyl)oxazole-4-carboxamide FC=1C(=NC=CC1)CNC(=O)C=1N=C(OC1)CCNCCC1=NC2=C(N1)C=CC(=C2)C2=C(C=CC=C2)C=2OC=CN2